3-amino-N-(3-(4-aminopiperidin-1-yl)pyridin-2-yl)-6-(5,6,7,8-tetrahydroquinazolin-4-yl)pyrazine-2-carboxamide NC=1C(=NC(=CN1)C1=NC=NC=2CCCCC12)C(=O)NC1=NC=CC=C1N1CCC(CC1)N